tert-butyl (3S)-4-(6-fluoro-7-(6-fluorobenzo[b]thiophen-7-yl)-1-(2-isopropyl-4-methylpyridin-3-yl)-2-oxo-1,2-dihydropyrido[2,3-d]pyrimidin-4-yl)-3-methylpiperazine-1-carboxylate FC1=CC2=C(N(C(N=C2N2[C@H](CN(CC2)C(=O)OC(C)(C)C)C)=O)C=2C(=NC=CC2C)C(C)C)N=C1C1=C(C=CC2=C1SC=C2)F